Ethyl 5-((2-amino-9-((2R,3S,4S,5R)-4-fluoro-3-hydroxy-5-(hydroxymethyl)tetrahydrofuran-2-yl)-6,8-dioxo-1,6,8,9-tetrahydro-7H-purin-7-yl)methyl)thiophene-3-carboxylate NC=1NC(C=2N(C(N(C2N1)[C@@H]1O[C@@H]([C@H]([C@H]1O)F)CO)=O)CC1=CC(=CS1)C(=O)OCC)=O